NC1(C(C=C(C=C1)C1=CC=CC=C1)(CO)CO)N 4,4-diamino-3,3-dihydroxymethylbiphenyl